C1(=CC=CC=C1)[C@H]1[C@@H](CN(C1)C(=O)OC(C)(C)C)C(NC1=NC=CC2=CC=CC=C12)=O |r| tert-Butyl (±)-trans-4-phenyl-3-(isoquinolin-1-ylcarbamoyl)pyrrolidine-1-carboxylate